nonyl 8-((8,8-bis(((Z)-oct-5-en-1-yl)oxy)octyl)(3-hydroxypropyl)amino)octanoate C(CCC\C=C/CC)OC(CCCCCCCN(CCCCCCCC(=O)OCCCCCCCCC)CCCO)OCCCC\C=C/CC